O=C1N(CCN1CC(F)(F)F)C1CN(CCC1)C=1N=NC(=C(N1)NC1=CC=C(C=C1)C1CCNCC1)C(=O)N (3-(2-oxo-3-(2,2,2-trifluoroethyl)imidazolin-1-yl)piperidin-1-yl)-5-((4-(Piperidin-4-yl)phenyl)amino)-1,2,4-triazine-6-carboxamide